ClC=1C=C(C(=C(C1)N(C)C1=NC(=CC=C1)CC)C)N 5-chloro-N1-(6-ethylpyridin-2-yl)-N1,2-dimethylbenzene-1,3-diamine